1-(4-((6,7-dichloro-2,2-dioxido-4,9-dihydro-[1,2,6]thiadiazino[4,3-g]indol-3(1H)-yl)methyl)piperidin-1-yl)-2-(2-methoxyethoxy)ethan-1-one ClC=1C=2C(=CNC2C2=C(C1)CN(S(N2)(=O)=O)CC2CCN(CC2)C(COCCOC)=O)Cl